N1(CCOCC1)C1=NC=2N(C=C1)N=CC2C(=O)N 5-morpholin-4-ylpyrazolo[1,5-a]pyrimidine-3-carboxamide